N-(5-Cyano-6-(2H-1,2,3-triazol-2-yl)pyridin-3-yl)-1-(1,5-naphthyridin-4-yl)-5-(trifluoromethyl)-1H-pyrazol-4-carboxamid C(#N)C=1C=C(C=NC1N1N=CC=N1)NC(=O)C=1C=NN(C1C(F)(F)F)C1=CC=NC2=CC=CN=C12